C[C@H]1N([C@H]([C@]2(C1)NC(COC2)=O)CC=2C(=C(C=CC2)C2=CC(=CC(=C2)F)F)F)C(=O)[C@@H]2OCC2 (1S,3R,5S)-3-methyl-2-[(2R)-oxetane-2-carbonyl]-1-({2,3',5'-trifluoro-[1,1'-biphenyl]-3-yl}methyl)-9-oxa-2,6-diazaspiro[4.5]decan-7-one